ClC1=C(C=CC=C1)C(C[N+](=O)[O-])C1=CNC2=CC=C(C=C12)C 3-(1-(2-chlorophenyl)-2-nitroethyl)-5-methyl-1H-indole